(4-aminopyridin-2-yl)-N-methylacetamide NC1=CC(=NC=C1)CC(=O)NC